C(C1=CC=CC=C1)C1=C(C2=C(N(C(N(C2=O)C2=CC=C(C=C2)F)=O)C2=CC=C(C=C2)F)N(C1=O)C)NCCCN1CCOCC1 6-benzyl-1,3-bis(4-fluorophenyl)-8-methyl-5-[(3-morpholinopropyl)amino]pyrido[2,3-d]pyrimidine-2,4,7(1H,3H,8H)-trione